2-[4-Bromo-2-(methoxymethyl)phenyl]-N-[5-(1-methylcyclopentyl)isoxazol-3-yl]acetamide BrC1=CC(=C(C=C1)CC(=O)NC1=NOC(=C1)C1(CCCC1)C)COC